C(C)(=O)NC(CC1=CC(=C(C=C1)P(O)(O)=O)P(=O)(O)O)C(NC1CCCCC2=C1C=C(C(=C2)OCC2CCCCC2)C(N)=O)=O {4-[2-Acetylamino-2-(3-carbamoyl-2-cyclohexylmethoxy-6,7,8,9-tetrahydro-5H-benzocyclohepten-5-ylcarbamoyl)-ethyl]-2-phosphono-phenyl}-phosphonic acid